{5-[3-fluoro-4-(1-pyrrolidinyl)benzylidene]-4-oxo-2-thioxo-1,3-thiazolidin-3-yl}acetic acid FC=1C=C(C=C2C(N(C(S2)=S)CC(=O)O)=O)C=CC1N1CCCC1